8-(4-cyano-4-phenylcyclohexyl)-2,8-diazaspiro[4.5]decane-2-carboxylic acid ethyl ester C(C)OC(=O)N1CC2(CC1)CCN(CC2)C2CCC(CC2)(C2=CC=CC=C2)C#N